5-((tert-butoxycarbonyl)(prop-2-yn-1-yl)amino)-4-methoxypicolinic acid C(C)(C)(C)OC(=O)N(C=1C(=CC(=NC1)C(=O)O)OC)CC#C